(19S)-19-ethyl-6-fluoro-19-hydroxy-8-(4-hydroxybutyl)-7-methyl-17-oxa-3,13-diazapentacyclo[11.8.0.02,11.04,9.015,20]henicosa-1(21),2,4,6,8,10,15(20)-heptaene-14,18-dione C(C)[C@]1(C(OCC=2C(N3CC4=CC5=C(C(=C(C=C5N=C4C3=CC12)F)C)CCCCO)=O)=O)O